C1C(CC(CCCCCC)=O)O1 4-epoxydecanal